tert-butyl (1S,2S)-2-(hydroxymethyl)-1-methylcyclopropane-1-carboxylate OC[C@@H]1[C@](C1)(C(=O)OC(C)(C)C)C